3-Bromo-N-phenyl-1H-indol-2-carboxamid BrC1=C(NC2=CC=CC=C12)C(=O)NC1=CC=CC=C1